2H-furo[3,4]imidazole-2,4,6-trione N=1C(N=C2C1C(OC2=O)=O)=O